dioctadecyl-glycinamide C(CCCCCCCCCCCCCCCCC)N(CC(=O)N)CCCCCCCCCCCCCCCCCC